3-(3-(1-(2-Fluoroacryl)azetidin-3-yl)-1-(4-(trifluoromethoxy)phenyl)-1H-pyrazolo[3,4-b]pyridin-4-yl)azetidine-1-carboxylic acid tert-butyl ester C(C)(C)(C)OC(=O)N1CC(C1)C1=C2C(=NC=C1)N(N=C2C2CN(C2)C(=O)C(=C)F)C2=CC=C(C=C2)OC(F)(F)F